zinc-nickel sulfide carbon [C].[Ni]=S.[Zn]